CN1C=NC2=NC(=CC=C21)N=C(C2=CC=CC=C2)C2=CC=CC=C2 N-(1-methyl-1H-imidazo[4,5-b]pyridin-5-yl)-1,1-diphenylmethanimine